1-[4-[4-(dimethoxymethyl)-1-piperidyl]phenyl]-2-[3-(trifluoromethoxy)phenyl]tetralin-6-ol COC(C1CCN(CC1)C1=CC=C(C=C1)C1C(CCC2=CC(=CC=C12)O)C1=CC(=CC=C1)OC(F)(F)F)OC